tert-Butyl (2-(4'-cyano-2'-((2-methyl-6-morpholinopyrimidin-4-yl)oxy)-[1,1'-biphenyl]-4-yl)-2-methoxyethyl)carbamate C(#N)C1=CC(=C(C=C1)C1=CC=C(C=C1)C(CNC(OC(C)(C)C)=O)OC)OC1=NC(=NC(=C1)N1CCOCC1)C